C(C1=CC=CC=C1)OC(=O)N1CC(C(CC1)(OC)OC)OC(C1=CC=CC=C1)=O 3-(benzoyloxy)-4,4-dimethoxypiperidine-1-carboxylic acid benzyl ester